[N+](=O)([O-])C=1C=C(C=CC1)C=O (3-nitrophenyl)-methanone